5-[(1E,5Z)-oct-1,5-dienyl]oxapentan-2-one C(=C\CC\C=C/CC)/CCCC(O)=O